BrCCCC1=CC=C(C=C1)OC 1-(3-bromopropyl)-4-methoxybenzene